FC1=C(C=CC=C1)C=1C(=NN2C1OCCC2)C(=O)N[C@@H]2C(NC1=C(C(=N2)C2=CC=CC=C2)C=CC=C1)=O 3-(2-fluorophenyl)-N-[(3S)-2-oxo-5-phenyl-1,3-dihydro-1,4-benzodiazepine-3-yl]-6,7-dihydro-5H-pyrazolo[5,1-b][1,3]Oxazine-2-carboxamide